2-(1H-pyrazolo[3,4-b]pyridin-1-yl)pyrazolo[5,1-b]thiazole-7-carboxylic acid N1(N=CC=2C1=NC=CC2)C2=CN1C(S2)=C(C=N1)C(=O)O